4-(4-methyl-piperazin-1-yl)-aniline CN1CCN(CC1)C1=CC=C(N)C=C1